2-ethylcyclopropane-1-carboxylic acid hexyl ester C(CCCCC)OC(=O)C1C(C1)CC